O[C@@H](COCCCOC1=NC=CC(=N1)C1=NN(C2=CC=C(C=C12)O)C1OCCCC1)C 3-[2-[3-[(2R)-2-hydroxypropoxy]propoxy]pyrimidin-4-yl]-1-tetrahydropyran-2-yl-indazol-5-ol